D-2-bromolysergic acid diethylamide CCN(CC)C(=O)[C@H]1CN([C@@H]2CC3=C(NC4=CC=CC(=C34)C2=C1)Br)C